C(CCCC=CCCCC)(=O)O 5-Decenoic Acid